(R)-2-((6-(1,1-difluoroethyl)-2-methylpyridin-3-yl)sulfonyl)-6-(tetrahydro-2H-pyran-3-yl)-2,6-diazaspiro[3.3]heptane FC(C)(F)C1=CC=C(C(=N1)C)S(=O)(=O)N1CC2(C1)CN(C2)[C@H]2COCCC2